9-(3-(4,6-diphenyl-1,3,5-triazin-2-yl)phenyl)-9H-carbazole C1(=CC=CC=C1)C1=NC(=NC(=N1)C1=CC=CC=C1)C=1C=C(C=CC1)N1C2=CC=CC=C2C=2C=CC=CC12